C1(=CC=CC=C1)NC1=CC=CC=2C(C3=CC=CC=C3C12)(C1=CC=CC=C1)C1=CC=CC=C1 N,9,9-triphenyl-9H-fluoren-4-amine